C1=CC=CC=2C3=CC=CC=C3C(C12)COC(=O)NC(C(=O)O)C 2-(((9H-fluoren-9-yl)methoxy)carbonylamino)propionic acid